FC(C1=CC=C(C=C1)NC(=O)NC1=CNC=2C1=NC(=CC2)N2CCN(CC2)CCC(F)(F)F)(F)F 1-[4-(trifluoromethyl)phenyl]-3-{5-[4-(3,3,3-trifluoropropyl)piperazin-1-yl]-1H-pyrrolo[3,2-b]pyridin-3-yl}urea